FC1=C2C(=NC(=N1)I)N(N=C2)C(C)C 4-fluoro-6-iodo-1-isopropyl-1H-pyrazolo[3,4-d]pyrimidine